BrC=1C=C(C=CC1)SC (3-bromophenyl)(methyl)-sulfane